CC1(CCC=C(C1)C(CCC=C)=O)C 1-(5,5-dimethyl-1-cyclohexenyl)pent-4-en-1-on